ClC1=C(C=CC(=C1)Cl)/C=C/C(=O)N[C@H](C(=O)NC(C=O)C[C@H]1C(NCC1)=O)CC(C)(C)C (2S)-2-((E)-3-(2,4-dichlorophenyl)acrylamido)-4,4-dimethyl-N-(1-oxo-3-((S)-2-oxopyrrolidin-3-yl)propan-2-yl)pentanamide